ethyl (E)-4-(4'-fluorophenyl)-2,2-difluoro-3-butenoate FC1=CC=C(C=C1)/C=C/C(C(=O)OCC)(F)F